FC(C(=O)[O-])(F)F.NC(=O)C1=CC(=CC2=CN(N=C12)C1C[NH+](CC1)C1CCCCC1)F 3-[7-(aminocarbonyl)-5-fluoro-2H-indazol-2-yl]-1-cyclohexylpyrrolidinium trifluoroacetate